FC=1C(=C2C(=CC(=CC2=CC1F)N=C(C1=CC=CC=C1)C1=CC=CC=C1)B1OC(C(O1)(C)C)(C)C)C#C[Si](C(C)C)(C(C)C)C(C)C N-(6,7-Difluoro-4-(4,4,5,5-tetramethyl-1,3,2-dioxaborolan-2-yl)-5-((triisopropylsilyl)ethynyl)naphthalen-2-yl)-1,1-diphenylmethanimine